C(C)OC[C@@]1(CN(CC1)CC=1C=NC=CC1)CCC1=C(C=CC=C1)C (S)-3-((3-(ethoxymethyl)-3-(2-methyl-phenethyl)pyrrolidin-1-yl)methyl)pyridine